C(C)(C)(C)OC(=O)N1[C@@H](C[C@@H](CC1)OC1=CC(=C2C(=N1)C(=CS2)C(NC)=O)C(F)(F)F)CC (2r,4r)-2-ethyl-4-((3-(methylcarbamoyl)-7-(trifluoromethyl)thieno[3,2-b]pyridin-5-yl)oxy)piperidine-1-carboxylic acid tert-butyl ester